dicyclohexyl-[2',6'-dimethoxy-(1,1'-biphenyl)-2-yl]phosphine C1(CCCCC1)P(C1=C(C=CC=C1)C1=C(C=CC=C1OC)OC)C1CCCCC1